tert-butyl N-[(3R)-5-[(4-chlorophenyl)methyl]-8-fluoro-4-oxo-7-(2-oxo-3H-1,3,4-oxadiazol-5-yl)-2,3-dihydro-1,5-benzothiazepin-3-yl]carbamate ClC1=CC=C(C=C1)CN1C([C@H](CSC2=C1C=C(C(=C2)F)C2=NNC(O2)=O)NC(OC(C)(C)C)=O)=O